N-ethyl-pyridine bis(trifluoromethanesulfonyl)imide salt [N-](S(=O)(=O)C(F)(F)F)S(=O)(=O)C(F)(F)F.C(C)N1CC=CC=C1